Methyl 4-((4-(2-(methyl((1-methyl-1H-indazol-5-yl)methyl)amino)ethyl)phenyl)carbamoyl)-3-(4-oxo-4H-chromene-2-carboxamido)benzoate CN(CCC1=CC=C(C=C1)NC(=O)C1=C(C=C(C(=O)OC)C=C1)NC(=O)C=1OC2=CC=CC=C2C(C1)=O)CC=1C=C2C=NN(C2=CC1)C